(S)-4-(cyclopropylethynyl)-4-(1,1-difluoroethyl)-6-fluoro-2-oxo-1,2,3,4-tetrahydroquinazoline-7-carbaldehyde C1(CC1)C#C[C@@]1(NC(NC2=CC(=C(C=C12)F)C=O)=O)C(C)(F)F